(1-(2-((4-fluorophenyl)amino)-9H-purin-6-yl)piperidin-4-yl)methanol FC1=CC=C(C=C1)NC1=NC(=C2N=CNC2=N1)N1CCC(CC1)CO